9-(trifluoromethyl)-1H,3H-isochromeno[6,5,4-mna]xanthene-1,3-dione FC(C1=CC=C2OC3=CC=C4C=5C3=C(C2=C1)C=CC5C(OC4=O)=O)(F)F